methyl-1-(4-methylsulfinyl-phenyl)ethanone CCC(=O)C1=CC=C(C=C1)S(=O)C